3-nitrophenyl-amide [N+](=O)([O-])C=1C=C(C=CC1)[NH-]